Cl.C1(CC1)CN1C(=CC=C1C1=CC=CC=C1)C1=NC2=C(N1C)C=CC(=C2)C(=O)N2C[C@@H](CCC2)N (3R)-1-{2-[1-(cyclopropylmethyl)-5-phenyl-1H-pyrrol-2-yl]-1-methyl-1H-1,3-benzodiazole-5-carbonyl}piperidin-3-amine hydrochloride